C(C(=C)C)(=O)O.CC(=O)C.CC(=O)C diacetone methacrylate